ClC=1C(=NC=C(C1)[N+](=O)[O-])N1N=CC(=C1)O (3-chloro-5-nitropyridin-2-yl)-1H-pyrazol-4-ol